N4-(3-(methylsulfonyl)benzyl)-N2-(4-(piperazin-1-yl)phenyl)-5-(trifluoromethyl)pyrimidine-2,4-diamine CS(=O)(=O)C=1C=C(CNC2=NC(=NC=C2C(F)(F)F)NC2=CC=C(C=C2)N2CCNCC2)C=CC1